C(=C\CCCCCC)/O E-octenol